3-(3,3-difluorocyclobutyl)-3-hydroxy-N-((S)-1-(3-(trifluoromethoxy)phenyl)ethyl)propanamide FC1(CC(C1)C(CC(=O)N[C@@H](C)C1=CC(=CC=C1)OC(F)(F)F)O)F